1-[1-(6-oxo-1H-pyridazin-5-yl)ethyl]pyrazol O=C1C(=CC=NN1)C(C)N1N=CC=C1